1-(6-(1,4-dimethyl-1H-pyrazol-5-yl)pyrimidin-4-yl)piperidine-4-carboxylic acid CN1N=CC(=C1C1=CC(=NC=N1)N1CCC(CC1)C(=O)O)C